[Si](=O)=O silicon(IV) dioxide